6-(4-amino-2,5-difluorophenoxy)-5-chloro-N,N-di-tert-butoxycarbonylpyrimidin-4-amine NC1=CC(=C(OC2=C(C(=NC=N2)N(C(=O)OC(C)(C)C)C(=O)OC(C)(C)C)Cl)C=C1F)F